ClC=1C(=C2CC(CC2=CC1)NC=1C=CC(=NC1)[C@@H](C(F)(F)F)N(C(CO)=O)C)F N-((1S)-1-(5-((5-chloro-4-fluoro-2,3-dihydro-1H-inden-2-yl)amino)pyridin-2-yl)-2,2,2-trifluoroethyl)-2-hydroxy-N-methylacetamide